oxiranyl acrylate C(C=C)(=O)OC1OC1